dipentaerythritol pentapropionate C(CC)(=O)OCC(COC(CC)=O)(COCC(COC(CC)=O)(COC(CC)=O)COC(CC)=O)CO